CC1(CC1)C1=CC=CC(=N1)C1CCC2(CN(C2)C=O)CC1 (7-(6-(1-methylcyclopropyl)pyridin-2-yl)2-azaspiro[3.5]non-2-yl)methanone